(3-amino-5-(4-fluorophenyl)pyridin-2-yl)carbamic acid tert-butyl ester C(C)(C)(C)OC(NC1=NC=C(C=C1N)C1=CC=C(C=C1)F)=O